2-cinnamyl-2-((E)-4-phenylbut-3-en-2-yl)malononitrile C(C=CC1=CC=CC=C1)C(C#N)(C#N)C(C)\C=C\C1=CC=CC=C1